Cl.FC1=C(C=CC=C1C[C@@H]1NCC2(CC2)[C@@H]1NS(=O)(=O)C)C1=CC=CC=C1 N-((6S,7S)-6-((2-fluoro-[1,1'-biphenyl]-3-yl)methyl)-5-azaspiro[2.4]heptan-7-yl)methanesulfonamide hydrochloride